NC(=CC(=O)OCC(C)C)C 2-methylpropyl 3-amino-2-butenoate